(2-Morpholinopyridin-4-yl)-1H-pyrrolo[2,3-b]pyridin-5-amine O1CCN(CC1)C1=NC=CC(=C1)N1C=CC=2C1=NC=C(C2)N